(S)-5-chloro-2-fluoro-4-((1-(2-fluorophenyl)propyl)amino)-N-(6-fluoropyridin-2-yl)benzenesulfonamide ClC=1C(=CC(=C(C1)S(=O)(=O)NC1=NC(=CC=C1)F)F)N[C@@H](CC)C1=C(C=CC=C1)F